chloro-1H-imidazole-5-carboxylic acid ethyl ester C(C)OC(=O)C1=CN=CN1Cl